C(C1=CC=CC=C1)OC1=NC(=CC=C1N1C(N(C2=C1C=CC(=C2)C2=CC=C(C=C2)CC(=O)O)CC)=O)OCC2=CC=CC=C2 2-(4-(1-(2,6-bis(benzyloxy)pyridin-3-yl)-3-ethyl-2-oxo-2,3-dihydro-1H-benzo[d]imidazol-5-yl)phenyl)acetic acid